C(=O)C1=CC=C(CN2CN(C=C2)C2(CC(=CC(=C2)N2CN(C=C2)CC2=CC=C(C=C2)C=O)N2CN(C=C2)CC2=CC=C(C=C2)C=O)Br)C=C1 1,3,5-tris[3-(4-formylbenzyl)-1H-imidazol-1-yl]phenylbromide